tert-Butyl 4-((((Benzyloxy)carbonyl)(methyl)amino)methyl)-2-azabicyclo[2.1.1]hexane-2-carboxylate C(C1=CC=CC=C1)OC(=O)N(C)CC12CN(C(C1)C2)C(=O)OC(C)(C)C